N-{4-[(3S)-3-aminopyrrolidin-1-yl]-2-(methoxymethyl)-1-methyl-1,3-benzodiazol-5-yl}-3-fluoro-2-(2-fluoro-6-methoxyphenyl)pyridine-4-carboxamide N[C@@H]1CN(CC1)C1=C(C=CC=2N(C(=NC21)COC)C)NC(=O)C2=C(C(=NC=C2)C2=C(C=CC=C2OC)F)F